N-((1S,3R)-3-(6-cyano-2-(2-fluorophenyl)-1H-imidazo[4,5-c]pyridin-1-yl)cyclohexyl)-5-(difluoromethyl)thiophene-2-carboxamide C(#N)C1=CC2=C(C=N1)N=C(N2[C@H]2C[C@H](CCC2)NC(=O)C=2SC(=CC2)C(F)F)C2=C(C=CC=C2)F